N,N'-[adamantan-2-ylidenebis(1,4-phenylene)]bis(tert-butylamine) C12C(C3CC(CC(C1)C3)C2)(C2=CC=C(C=C2)NC(C)(C)C)C2=CC=C(C=C2)NC(C)(C)C